1-(3-chloropyridin-2-yl)-3-(thietan-3-yloxy)-1H-pyrazole-5-carboxylic acid ClC=1C(=NC=CC1)N1N=C(C=C1C(=O)O)OC1CSC1